SCC(CS)S 3-mercapto-1,2-propanedithiol